tert-butyl (2S)-2-(((tert-butyldiphenylsilyl)oxy)methyl)-4-cyano-6-hydroxyazepane-1-carboxylate [Si](C1=CC=CC=C1)(C1=CC=CC=C1)(C(C)(C)C)OC[C@H]1N(CC(CC(C1)C#N)O)C(=O)OC(C)(C)C